CC=1C=C(OC(C(=O)O)C)C=CC1 2-(3-methylphenoxy)propionic acid